1-(2-chlorophenyl)-7-cyclopropyl-4-((cyclopropylmethyl)amino)-6-methoxyquinazolin-2(1H)-one ClC1=C(C=CC=C1)N1C(N=C(C2=CC(=C(C=C12)C1CC1)OC)NCC1CC1)=O